C(CCCCC)(=O)O.CCC(O)C(CO)(CO)CO 2-ethyl-Pentaerythritol hexanoate